C(C1=CC=CC=C1)N1C(C=2C=C(C(=NC2C=C1)C)C(=O)NCC1=NOC(=N1)C)=O 6-benzyl-2-methyl-N-((5-methyl-1,2,4-oxadiazol-3-yl)methyl)-5-oxo-5,6-dihydro-1,6-naphthyridine-3-carboxamide